8-quinolinolate N1=CC=CC2=CC=CC(=C12)[O-]